Diethyl (4-methyl-1-(((S)-4-methylpent-1-yn-3-yl)amino)-1-oxopentan-2-yl)phosphonate CC(CC(C(=O)N[C@H](C#C)C(C)C)P(OCC)(OCC)=O)C